FC1=C(C=C(C=C1)[C@H](O)C1=NC=CN=C1C)C1=NC=NC2=CC(=CC(=C12)F)N1CCOCC1 (S)-[4-fluoro-3-(5-fluoro-7-morpholin-4-ylquinazolin-4-yl)-phenyl]-(3-methyl-pyrazin-2-yl)-methanol